ClC1=C(C(=CC=C1Cl)O)[C@@H]1CC(N([C@H]1C)CCO)=O (4s,5s)-4-(2,3-dichloro-6-hydroxyphenyl)-1-(2-hydroxyethyl)-5-methylpyrrolidin-2-one